ClC1=C(C=C(C=C1)F)C1NC(C2=C(C(=CC(=C12)NC(C1=CC(=CC(=C1)C(F)(F)F)F)=O)CNCC(F)F)O)=O N-[3-(2-chloro-5-fluorophenyl)-6-{[(2,2-difluoroethyl)amino]methyl}-7-hydroxy-1-oxo-2,3-dihydro-1H-isoindol-4-yl]-3-fluoro-5-(trifluoromethyl)benzamide